3-[[6-(2,2-difluoroethoxy)-4-[2-[(2,6-dimethylpyrimidin-4-yl)amino]pyrazolo[1,5-a]pyridin-5-yl]-3-pyridyl]oxy]-2,2-dimethyl-propanenitrile FC(COC1=CC(=C(C=N1)OCC(C#N)(C)C)C1=CC=2N(C=C1)N=C(C2)NC2=NC(=NC(=C2)C)C)F